ClC1=C(C=NC(=C1)Cl)C(=O)Cl 4,6-Dichloropyridine-3-carbonyl chloride